FC(S(=O)(=O)OC1=C2C=NN(C2=CC2=C1C=CC=C2)C2OCCCC2)(F)F (tetrahydro-2H-pyran-2-yl)-1H-benzo[f]indazol-4-yl trifluoromethanesulfonate